C1(CC1)C1CC(CN(C1)C(=O)OC(C)(C)C)C(=O)OC 1-tert-butyl 3-methyl 5-cyclopropylpiperidine-1,3-dicarboxylate